(S)-4-((R)-sec-butyl)-4-hydroxy-8-(1H-pyrazol-4-yl)-1,3,4,5-tetrahydro-6H-pyrano[4,3-b]Thieno[3,2-d]Pyridin-6-one [C@@H](C)(CC)[C@]1(COCC2=C1NC(C1=C2C=C(S1)C=1C=NNC1)=O)O